ClC=1C=C(C=CC1)[C@H]([C@@H](CO)NC(OCC1=CC=CC=C1)=O)O benzyl ((1R,2R)-1-(3-chlorophenyl)-1,3-dihydroxypropan-2-yl)carbamate